2-oxo-spiro[indoline-3,3'-pyrrolidine]-4'-carbonitrile O=C1NC2=CC=CC=C2C12CNCC2C#N